COC(C1=C(C(=CC(=C1)C1=CN=C2N1C=C(C(=C2)OC)S(=O)(=O)C(C)(C)C)F)OC)=O 5-(6-(tert-butylsulfonyl)-7-methoxyimidazo[1,2-a]pyridin-3-yl)-3-fluoro-2-methoxybenzoic acid methyl ester